4-hydroxy-5,6,7,8-tetrahydro-4H-5,8-methanocyclohepta[b]Furan-2-sulfonamide OC1C2CCC(C=3OC(=CC31)S(=O)(=O)N)C2